5-(4-(1-(4-cyano-3-(trifluoromethyl)phenyl)piperidin-4-yl)phenoxy)-3,3-difluoro-pentyl methanesulfonate CS(=O)(=O)OCCC(CCOC1=CC=C(C=C1)C1CCN(CC1)C1=CC(=C(C=C1)C#N)C(F)(F)F)(F)F